6-(((1S,2S,4S)-2-(dimethyl-amino)-4-(3-(trifluoromethyl)-phenyl)cyclohexyl)oxy)-5-fluoro-2-methyl-N-(pyrimidin-4-yl)pyridine-3-sulfonamide formate C(=O)O.CN([C@@H]1[C@H](CC[C@@H](C1)C1=CC(=CC=C1)C(F)(F)F)OC1=C(C=C(C(=N1)C)S(=O)(=O)NC1=NC=NC=C1)F)C